6-methylisoindoline-1,3-dione CC1=CC=C2C(NC(C2=C1)=O)=O